4-(3-((5-(Difluoromethyl)-2-((3-methyl-1-(1-methylpiperidin-4-yl)-1H-pyrazol-4-yl)amino)pyrimidin-4-yl)amino)propyl)-2,2-dimethyl-1,4-oxazepan-3-on FC(C=1C(=NC(=NC1)NC=1C(=NN(C1)C1CCN(CC1)C)C)NCCCN1C(C(OCCC1)(C)C)=O)F